N-[2-chloro-5-[3-[(1R,2S)-2-fluorocyclopropyl]-1,2,4-oxadiazol-5-yl]phenyl]-7-(2-tetrahydropyran-2-yloxyethoxymethyl)imidazo[1,2-a]pyridine-3-carboxamide ClC1=C(C=C(C=C1)C1=NC(=NO1)[C@@H]1[C@H](C1)F)NC(=O)C1=CN=C2N1C=CC(=C2)COCCOC2OCCCC2